CC1(OB(OC1(C)C)C=1C=C2CCN(CC2=C(C1)[C@H]1NCCOC1)C([C@](C(F)(F)F)(C)O)=O)C (R)-3-(6-(4,4,5,5-tetramethyl-1,3,2-dioxaborolan-2-yl)-2-((S)-3,3,3-Trifluoro-2-hydroxy-2-methylpropionyl)-1,2,3,4-tetrahydroisoquinolin-8-yl)morpholine